Ethyl (3-(2-fluorobenzyl)-5-phenylpyrazin-2-yl)phenylalaninate FC1=C(CC=2C(=NC=C(N2)C2=CC=CC=C2)N[C@@H](CC2=CC=CC=C2)C(=O)OCC)C=CC=C1